((3-cyclopropyl-1-methyl-1H-pyrazol-5-yl)sulfonyl)-3-(2-oxa-6-azaspiro[3.3]hept-6-yl)-1-oxa-8-azaspiro[4.5]decane C1(CC1)C1=NN(C(=C1)S(=O)(=O)C1OC2(CC1N1CC3(COC3)C1)CCNCC2)C